COCCOCOC=1C=C(C=C(C1C1=C(C=CC(=C1)C)C(=C)C)O)CCCCC 6-((2-methoxyethoxy)methoxy)-5'-methyl-4-pentyl-2'-(prop-1-en-2-yl)-[1,1'-biphenyl]-2-ol